O=C1N(C(C=C1)=O)CCC(=O)N[C@H](C(=O)N)C(C)C (S)-2-(3-(2,5-dioxo-2,5-dihydro-1H-pyrrol-1-yl)propanamido)-3-Methyl-butyramide